C(CCCCCCCCCCCCCCCCCCC)NCC(=O)O arachidyl-glycine